[I-].[I-].CC1=C(C(=C(C1(C)[Zr+2]C1C(=CC2=CC=CC=C12)CCCC)C)C)C (pentamethylcyclopentadienyl)(2-butylindenyl)zirconium diiodide